CN(C=1C=CC(=C2C(=CNC12)C)CNC1=CN=C2C(=N1)N=C(C=C2)N2CCC(CC2)O)C 1-[3-({[7-(dimethylamino)-3-methyl-1H-indol-4-yl]methyl}amino)pyrido[2,3-b]pyrazin-6-yl]piperidin-4-ol